N-guanyl-hexadecyl-acrylamide Technetium [Tc].C(N)(=N)NC(C(=C)CCCCCCCCCCCCCCCC)=O